8-cyclopentyl-7-oxo-2-((2-oxo-1,2,3,4-tetrahydroquinolin-7-yl)amino)-7,8-dihydropyrido[2,3-d]pyrimidine-6-carbonitrile C1(CCCC1)N1C(C(=CC2=C1N=C(N=C2)NC2=CC=C1CCC(NC1=C2)=O)C#N)=O